ClC=1C(=NC(=NC1)NC1CCOCC1)C1=CC=C2CN(C(C2=C1)=O)CC(=O)N[C@H](C(C)(C)O)C1=CC(=CC=C1)C 2-(6-{5-chloro-2-[(oxan-4-yl)amino]pyrimidin-4-yl}-1-oxo-2,3-dihydro-1H-isoindol-2-yl)-N-[(1S)-2-hydroxy-2-methyl-1-(3-methylphenyl)propyl]acetamide